(5-[2,6-bis(4-morpholinyl)-4-pyrimidinyl])-4-(trifluoromethyl)-2-aminopyridine N1(CCOCC1)C1=NC(=CC(=N1)C=1C(=CC(=NC1)N)C(F)(F)F)N1CCOCC1